(1-ethyl-1H-pyrazol-4-yl)-4-(pyrrolidin-3-oxy)-7H-pyrrolo[2,3-d]pyrimidin-2-amine C(C)N1N=CC(=C1)C1=CNC=2N=C(N=C(C21)OC2CNCC2)N